C(C)OC(=O)C=1SC2=C(C1)C=C(C(=C2)OC)C2=NNC=C2NC(=O)C=2C=NN1C2N=CC=C1 6-methoxy-5-[4-(pyrazolo[1,5-a]pyrimidine-3-carbonylamino)-1H-pyrazol-3-yl]benzothiophene-2-carboxylic acid ethyl ester